OCC(CO)(C)N(CC1=CC=C(C=C1)CCP([O-])([O-])=O)CC1=CC=C(C=C1)CCP([O-])([O-])=O.[Na+].[Na+].[Na+].[Na+] sodium (((((1,3-dihydroxy-2-methylpropan-2-yl)azanediyl)bis(methylene))bis(4,1-phenylene))bis(ethane-2,1-diyl))bis(phosphonate)